sodium [o-(2,6-dichloroanilino) phenyl] acetate C(C)(=O)OC1=C(C=CC=C1)NC1=C(C=CC=C1Cl)Cl.[Na]